(3-Bromo-4-(methoxy-d3)phenyl)acetic acid methyl ester COC(CC1=CC(=C(C=C1)OC([2H])([2H])[2H])Br)=O